C(C=C)(=O)OCCCCCCCCCCCC(CCCCCC)O 12-hydroxystearyl alcohol acrylate